C(C)(C)(C)OC(=O)NC=1C=C2C(C(=[N+](C2=CC1)CC)C)(C)C 5-((tert-Butoxycarbonyl)amino)-1-ethyl-2,3,3-trimethyl-3H-indol-1-ium